C1(CC1)CN1[C@](CCC1)(C)/C=C/S(=O)(=O)NC(NC1=C2CCCC2=CC=2CCCC12)=O (S,E)-2-(1-(Cyclopropylmethyl)-2-methylpyrrolidin-2-yl)-N-((1,2,3,5,6,7-hexahydro-s-indacen-4-yl)carbamoyl)ethen-1-sulfonamid